ClC1=CC(=C(C=C1)C1(COC2=C(OC1)C=CC=C2C2=CC(=C(CC1=NC3=C(N1C[C@H]1OCC1)C=C(C=C3)C(=O)O)C=C2F)F)C)F 2-(4-(3-(4-chloro-2-fluorophenyl)-3-methyl-3,4-dihydro-2H-benzo[b][1,4]dioxepin-6-yl)-2,5-difluorobenzyl)-1-(((S)-oxetan-2-yl)methyl)-1H-benzo[d]imidazole-6-carboxylic acid